(R)-2-(azetidin-1-yl)propanol N1(CCC1)[C@@H](CO)C